The molecule is an O-acyl carbohydrate consisting of maltose carrying an anomeric O-acetyl substituent. It is an O-acyl carbohydrate and a disaccharide derivative. It derives from a maltose. CC(=O)OC1[C@@H]([C@H]([C@@H]([C@H](O1)CO)O[C@@H]2[C@@H]([C@H]([C@@H]([C@H](O2)CO)O)O)O)O)O